FC1(COC2=C1C=CC=C2[C@@H](C)NC2=NN(C(C=1C2=CN(C(C1)=O)C1CCOCC1)=O)C)F (R)-4-((1-(3,3-difluoro-2,3-dihydrobenzofuran-7-yl)ethyl)amino)-2-methyl-6-(tetrahydro-2H-pyran-4-yl)-2,6-dihydropyrido[3,4-d]pyridazine-1,7-dione